2-methylbut-2-enedioat CC(C(=O)[O-])=CC(=O)[O-]